C(=O)O.CNCCCCNC(=O)C1=CC2=C(N3C(S2)=NC(=C3)C3=CC=C(C=C3)C(NC)=O)C=C1 N-(4-(methylamino)butyl)-2-(4-(methylcarbamoyl)phenyl)benzo[d]imidazo[2,1-b]thiazole-7-carboxamide formate